tri(tertiary butyl)phosphine tetrafluoroborate F[B-](F)(F)F.C(C)(C)(C)P(C(C)(C)C)C(C)(C)C